tert-butyl (2-{[4-(5-methoxy-3-phenyl-1H-pyrrolo[3,2-b]pyridin-2-yl)pyridin-3-yl]oxy}ethyl)methylcarbamate COC1=CC=C2C(=N1)C(=C(N2)C2=C(C=NC=C2)OCCN(C(OC(C)(C)C)=O)C)C2=CC=CC=C2